C(C)C1=C2C(=CC=C(C2=CC=C1)F)B1OC(C(O1)(C)C)(C)C 5-ethyl-1-fluoro-4-(4,4,5,5-tetramethyl-1,3,2-dioxaborolane-2-yl)naphthalene